OCC1=NN(C(=C1)C(=O)OCC)COCC[Si](C)(C)C ethyl 3-(hydroxymethyl)-1-((2-(trimethylsilyl)ethoxy)methyl)-1H-pyrazole-5-carboxylate